benzyl 6-methylsulfamoyl-3,4-dihydro-1H-isoquinoline-2-carboxylate CNS(=O)(=O)C=1C=C2CCN(CC2=CC1)C(=O)OCC1=CC=CC=C1